1-(m-tolyl)pentane-1,3-dione C1(=CC(=CC=C1)C(CC(CC)=O)=O)C